Benzyl 2-((2S)-4-ethyl-4-(3-methoxypropyl)-3-methylene-5-oxotetrahydrofuran-2-yl)acetate C(C)C1(C([C@@H](OC1=O)CC(=O)OCC1=CC=CC=C1)=C)CCCOC